FC=1C=C(C=C(C1)F)C1NCC2=NN=C(N2C=2SC=3CC(CC3C12)C(=O)N1CCOCC1)C 9-(3,5-Difluorophenyl)-3-methyl-13-(morpholine-4-carbonyl)-16-thia-2,4,5,8-tetraazatetracyclo[8.6.0.02,6.011,15]-hexadeca-1(10),3,5,11(15)-tetraene